[2H]C(CCC=C)(O)[2H] 1,1-dideuteropent-4-en-1-ol